3,5-diacetylenyl-pyridine C(#C)C=1C=NC=C(C1)C#C